N4-(3-aminophenyl)-N2-(3-(pyrrolidin-1-ylsulfonyl)phenyl)pyrimidine-2,4-diamine NC=1C=C(C=CC1)NC1=NC(=NC=C1)NC1=CC(=CC=C1)S(=O)(=O)N1CCCC1